1-(3-((4-((5-(furan-2-yl)-2-methoxyphenyl)amino)-7-methoxyquinazolin-6-yl)oxy)piperidin-1-yl)prop-2-en-1-one O1C(=CC=C1)C=1C=CC(=C(C1)NC1=NC=NC2=CC(=C(C=C12)OC1CN(CCC1)C(C=C)=O)OC)OC